NC1=C(C(=NN1C1COCC1)C1=C(C=C(C(=C1)F)Cl)F)C#N 5-Amino-3-(4-chloro-2,5-difluoro-phenyl)-1-tetrahydrofuran-3-yl-pyrazole-4-carbonitrile